(1R,2S,5S)-3-[(2S)-2-amino-3-(dimethylamino)propanoyl]-6,6-dimethyl-3-azabicyclo[3.1.0]hexane-2-carboxylic acid N[C@H](C(=O)N1[C@@H]([C@H]2C([C@H]2C1)(C)C)C(=O)O)CN(C)C